C(C)(C)(C)N(C(O)=O)C1=C(C(=C(C=C1)O)Cl)F.ClC=1C(=C(C=CC1OCC1COCC1)NC(OC(C)(C)C)=O)F tert-Butyl (3-chloro-2-fluoro-4-((tetrahydrofuran-3-yl)methoxy)phenyl)carbamate Tert-butyl-(3-chloro-2-fluoro-4-hydroxyphenyl)carbamate